(2S)-2-{[(tert-butoxy) carbonyl] amino}-3-methylbutanoate C(C)(C)(C)OC(=O)N[C@H](C(=O)[O-])C(C)C